N(=C=S)C=1C=NC=C(C1)C(F)(F)F 3-isothiocyanato-5-(trifluoromethyl)pyridine